C(C)NC(=O)NC(CC=C)CC(C)C 1-ethyl-3-(6-methylhept-1-en-4-yl)urea